1,7-bis(4-aminophenyl)tetrafluoroheptane NC1=CC=C(C=C1)C(C(CCCCCC1=CC=C(C=C1)N)(F)F)(F)F